2-({2-[1-(pyridin-2-ylmethyl)-1H-indole-3-carboxamido]phenyl}thio)acetic acid N1=C(C=CC=C1)CN1C=C(C2=CC=CC=C12)C(=O)NC1=C(C=CC=C1)SCC(=O)O